FC(C(=O)C1=CC=CC=C1)(F)F 2-trifluoroacetylbenzene